(3S)-3-amino-4-[[7-fluoro-2-[[2-[2-oxo-3-(3-oxo-4H-pyrazino[2,3-b][1,4]oxazin-6-yl)oxazolidin-5-yl]ethylamino]methyl]indan-5-yl]amino]-4-oxo-butanoic acid N[C@@H](CC(=O)O)C(=O)NC=1C=C2CC(CC2=C(C1)F)CNCCC1CN(C(O1)=O)C1=NC2=C(OCC(N2)=O)N=C1